ClC1=CC=C(C=C1)S(=O)(=O)N1CCNCC1 1-(4-chlorobenzene-1-sulfonyl)piperazine